FC1=C(C=CC(=C1F)OCC#C)C1=CN=C2N1C=CN=C2NC2=CC(=C(C(=O)NCCOCCNC(OC(C)(C)C)=O)C=C2)CC tert-butyl (2-(2-(4-((3-(2,3-difluoro-4-(prop-2-yn-1-yloxy)phenyl)imidazo[1,2-a]pyrazin-8-yl)amino)-2-ethylbenzamido)ethoxy)ethyl)carbamate